2-(dimethylphosphoryl)acetic acid CP(=O)(C)CC(=O)O